(1S,3R)-3-[2-(methoxymethyl)-6-(1H-1,2,4-triazol-3-yl)imidazo[4,5-c]pyridin-1-yl]cyclohexanamine COCC=1N(C2=C(C=NC(=C2)C2=NNC=N2)N1)[C@H]1C[C@H](CCC1)N